4-{5-{[dimethyl(oxo)-λ6-sulfanylidene]amino}-2-[4-(methylsulfonyl)phenoxy]phenyl}-6-methyl-1,6-dihydro-7H-pyrrolo[2,3-c]pyridin-7-one CS(=O)(C)=NC=1C=CC(=C(C1)C=1C2=C(C(N(C1)C)=O)NC=C2)OC2=CC=C(C=C2)S(=O)(=O)C